BrC1=CC(=C(C(=C1)F)C1=NC2=C(N1C[C@H]1CN(CCO1)C(=O)OC(C)(C)C)C=C(C(=C2)Cl)F)Cl tert-butyl (S)-2-((2-(4-bromo-2-chloro-6-fluorophenyl)-5-chloro-6-fluoro-1H-benzo[d]imidazol-1-yl)methyl)morpholine-4-carboxylate